5-(5-methoxypyridin-3-yl)phenol COC=1C=C(C=NC1)C=1C=CC=C(C1)O